9-hydroxy-12-(6-methoxypyridine-3-yl)-4-thia-2,12-diazatricyclo[7.3.0.03,7]dodeca-1,3(7),5-trien-8-one OC12C(C=3C=CSC3N=C2N(CC1)C=1C=NC(=CC1)OC)=O